1-methyl-4-((4-(2-methyl-2H-indazol-3-yl)-3,6-dihydropyridin-1(2H)-yl)sulfonyl)-1H-pyrazole-5-carbonitrile CN1N=CC(=C1C#N)S(=O)(=O)N1CCC(=CC1)C=1N(N=C2C=CC=CC12)C